C(C)SC=1C(=NC=C(C1)C(F)(F)F)C1=NC=2C(=NC=C(C2)C(C(F)(F)F)(F)F)N1C 2-(3-ethylsulfanyl-5-trifluoromethyl-pyridin-2-yl)-3-methyl-6-pentafluoroethyl-3H-imidazo[4,5-b]pyridine